CC=1OC(=C(N1)C1=CC=CC=C1)C1=CC=CC=C1 2-methyl-4,5-diphenyloxazole